1-(methylsulfonyl)-1H-1,2,3-triazole CS(=O)(=O)N1N=NC=C1